NC1=CC(=C(C=N1)C(C)=O)NC1=C(C(=CC=C1)C1=NN(C=N1)C)OC 1-(6-amino-4-((2-methoxy-3-(1-methyl-1H-1,2,4-triazol-3-yl)phenyl)amino)pyridin-3-yl)ethan-1-one